((R)-1-((S)-2-methyl-3-oxo-3-((3-(trifluoromethoxy)benzyl)amino)propionamido)-2-(p-tolyl)ethyl)boric acid C[C@H](C(=O)N[C@@H](CC1=CC=C(C=C1)C)OB(O)O)C(NCC1=CC(=CC=C1)OC(F)(F)F)=O